C(C)(C)(C)OC(=O)NC(=N)N(SCC1=CC=C(C=C1)[N+](=O)[O-])C(=O)OC(C)(C)C N,N'-Di-t-Butoxycarbonyl-N'-(4-nitrophenylmethylthio)guanidine